FC1=CC(=C(OC2=C(C(=N)N)C=CC(=C2)C(F)(F)F)C=C1)C 2-(4-fluoro-2-methylphenoxy)-4-(trifluoromethyl)benzamidine